3-ethyl-5-iodo-2,3-dihydrobenzofuran-3-ol C(C)C1(COC2=C1C=C(C=C2)I)O